6-(2-Chloro-6-fluorophenyl)-2-((2-trifluoromethyl-4-((3S,SR)-3,4,5-trimethylpiperazin-1-yl)phenyl)amino)-8,9-dihydroimidazo[1,2-a]pyrimido[5,4-e]pyrimidin-5(6H)-one ClC1=C(C(=CC=C1)F)N1C=2N(C3=C(C1=O)C=NC(=N3)NC3=C(C=C(C=C3)N3C[C@@H](N([C@H](C3)C)C)C)C(F)(F)F)CCN2 |&1:30|